COC=1C(=CC=2C3=C(C=NC2C1)N(C(N3C=3N(N=CC3)C)=O)C)C=3C=NNC3 7-Methoxy-3-methyl-1-(2-methyl-2H-pyrazol-3-yl)-8-(1H-pyrazol-4-yl)-1,3-dihydroimidazo[4,5-c]quinolin-2-one